C(C)OC(=C)C1=NC=C(C=N1)CC 2-(1-ethoxyvinyl)-5-ethylpyrimidine